2-((2R,3S,4S,5R)-3-(3,4-difluoro-2-methoxyphenyl)-4,5-dimethyl-5-(trifluoromethyl)tetrahydrofuran-2-yl)-1H-imidazole FC=1C(=C(C=CC1F)[C@H]1[C@@H](O[C@]([C@H]1C)(C(F)(F)F)C)C=1NC=CN1)OC